ethyl 4-(2,5-dihydrofuran-3-yl)-7-fluoro-8-(2,3,5-trifluorophenyl)quinoline-3-carboxylate O1CC(=CC1)C1=C(C=NC2=C(C(=CC=C12)F)C1=C(C(=CC(=C1)F)F)F)C(=O)OCC